1-aminocyclopropanecarbonitrile hydrogen chloride Cl.NC1(CC1)C#N